CNC(=O)C1=CC(=CC=2C(COC21)C2=CC=CC=C2)C(=O)NCCC=2C=NN(C2)C N7-methyl-N5-(2-(1-methyl-1H-pyrazol-4-yl)ethyl)-3-phenyl-2,3-dihydrobenzofuran-5,7-dicarboxamide